FC1=C2C=C(NC2=CC=C1)C(=O)N1CCOC2(CCC2)[C@H]1C(=O)N[C@@H](C[C@@H]1C(NCC1)=O)C(CF)=O (S)-8-(4-fluoro-1H-indole-2-carbonyl)-N-((S)-4-fluoro-3-oxo-1-((R)-2-oxopyrrolidin-3-yl)butan-2-yl)-5-oxa-8-azaspiro[3.5]nonane-9-carboxamide